FC1=CC(=C(C=C1)N1CN(C(C2=CC=C(C=C12)C)=O)C1=C(NC(C=C1)=O)C)C 1-(4-fluoro-2-methylphenyl)-7-methyl-3-(2-methyl-6-oxo-1,6-dihydropyridin-3-yl)-2,3-dihydroquinazolin-4(1H)-one